(R)-2-(3-(5-(3-hydroxy-1-methyl-2-oxopyrrolidin-3-yl)isoxazol-3-yl)phenyl)-5-methylthiazole-4-carboxamide O[C@@]1(C(N(CC1)C)=O)C1=CC(=NO1)C=1C=C(C=CC1)C=1SC(=C(N1)C(=O)N)C